(2S,4R)-6-chloro-7-fluoro-4-hydroxy-N-(3-{4-[5-(trifluoromethoxy)pyridin-2-yl]-1H-pyrazol-1-yl}bicyclo[1.1.1]pentan-1-yl)-3,4-dihydro-2H-1-benzopyran-2-carboxamide ClC=1C(=CC2=C([C@@H](C[C@H](O2)C(=O)NC23CC(C2)(C3)N3N=CC(=C3)C3=NC=C(C=C3)OC(F)(F)F)O)C1)F